C(CCCCCCCCCCC)NC(CCC(=O)NCCCN(CCCC)CCCC)=O N-dodecyl-N'-[3-(dibutylamino)propyl]-succinic acid diamide